COCC(CC(C#C)(O)COC)(O)C 1-methoxy-4-(methoxymethyl)-2-methylhex-5-yne-2,4-diol